C(C)(C)(C)OC(=O)N1C[C@@H](N(CC1)C=1C2=C(N=CN1)N(C=C2C2CC2)C2=CC(=C(C=C2)F)OC(F)(F)F)C (S)-4-(5-cyclopropyl-7-(4-fluoro-3-(trifluoromethoxy)phenyl)-7H-pyrrolo[2,3-d]pyrimidin-4-yl)-3-methylpiperazine-1-carboxylic acid tert-butyl ester